diethyl 2-(2-methylpropyl)propanedioate CC(CC(C(=O)OCC)C(=O)OCC)C